CC1(C2=CC=CC=C2N(C=2C=CC=CC12)C=1C=C(C=C(C1)C1=CC=NC=C1)O)C 3-(9,9-dimethylacridine-10(9H)-yl)-5-(pyridine-4-yl)phenol